C(C)(=O)N1CC(C1)[C@@H](C=1C=C(C=CC1)N1C(C2=CC(=CC(=C2C1)C(F)(F)F)CNC1(CCC1)C)=O)C1=NN=CN1C (S)-2-(3-((1-acetylazetidin-3-yl)(4-methyl-4H-1,2,4-triazol-3-yl)methyl)phenyl)-6-(((1-methylcyclobutyl)amino)methyl)-4-(trifluoromethyl)isoindolin-1-one